N-ethyl-4-(2-(4-fluoro-2,6-dimethylphenoxy)-5-(2-hydroxypropan-2-yl)phenyl)-6-methyl-1H-pyrrolo[2,3-b]pyridine-2-carboxamide C(C)NC(=O)C1=CC=2C(=NC(=CC2C2=C(C=CC(=C2)C(C)(C)O)OC2=C(C=C(C=C2C)F)C)C)N1